(7-bromo-6-methyl-pyrazolo[1,5-a]pyrazin-4-yl)-5-fluoro-spiro[indan-2,4'-piperidin]-1-one BrC1=C(N=C(C=2N1N=CC2)N2CCC1(CC2)C(C2=CC=C(C=C2C1)F)=O)C